2-(5-(4-methylphenyl)-3-(2-bromophenyl)-4,5-dihydro-1H-pyrazol-1-yl)-4-methylthiazole CC1=CC=C(C=C1)C1CC(=NN1C=1SC=C(N1)C)C1=C(C=CC=C1)Br